COC(=O)C12CC(C1)(C2)N2C(N[C@@](C(=C2)C(C)C)(C)C2=CC(=C(C=C2)C2C(C2)C(C)(C)C)Cl)=O 3-{(S)-4-[4-(2-tert-butyl-cyclopropyl)-3-chloro-phenyl]-5-isopropyl-4-methyl-2-oxo-3,4-dihydro-2H-pyrimidin-1-yl}bicyclo[1.1.1]pentane-1-carboxylic acid methyl ester